2-(1-(3-cyano-5-methyl-phenyl)-1H-pyrazol-4-yl)-N-(5-cyclopropyl-1H-pyrazol-3-yl)propanamide C(#N)C=1C=C(C=C(C1)C)N1N=CC(=C1)C(C(=O)NC1=NNC(=C1)C1CC1)C